C(C)(=O)C1=C(C(=C(C=C1OCC)[C@@H](C)N(C(=O)NC1(CC(C1)OCC)C(=O)O)CCO[C@@H](C)C1=CC=CC=C1)Cl)OCC Trans-1-[([(1R)-1-(4-Acetyl-2-Chloro-3,5-Diethoxyphenyl)Ethyl]{2-[(1S)-1-Phenylethoxy]Ethyl}Carbamoyl)Amino]-3-Ethoxycyclobutane-1-Carboxylic Acid